tert-butyl ((6-cyclopropyl-8-(1-hydroxyethyl)imidazo[1,2-a]pyridin-2-yl)methyl)carbamate C1(CC1)C=1C=C(C=2N(C1)C=C(N2)CNC(OC(C)(C)C)=O)C(C)O